C(C1=CC=CC=C1)OC=1C=CC2=C(O[C@H](CO2)CN2C[C@H](CCC2)C=2C=C(C=CC2)O)C1 3-[(R)-1-((S)-7-benzyloxy-2,3-dihydro-benzo[1,4]dioxin-2-ylmethyl)-piperidin-3-yl]-phenol